3'-(phenylsulfonyl)-4'-(pyridin-3-yl)-[1,1'-biphenyl] C1(=CC=CC=C1)S(=O)(=O)C=1C=C(C=CC1C=1C=NC=CC1)C1=CC=CC=C1